2-amino-N-cyclohexyl-5-(4-(morpholine-4-carbonyl)phenyl)nicotinamide NC1=C(C(=O)NC2CCCCC2)C=C(C=N1)C1=CC=C(C=C1)C(=O)N1CCOCC1